COCCCN1C(=C(C=C1C)C(=O)O)C 1-(3-methoxypropyl)-2,5-dimethyl-1H-pyrrole-3-carboxylic acid